4-(4-cyclopropyl-1H-imidazol-1-yl)-N-(6-(4-isopropyl-4H-1,2,4-triazol-3-yl)pyridin-2-yl)-1-methyl-1H-indole-2-carboxamide C1(CC1)C=1N=CN(C1)C1=C2C=C(N(C2=CC=C1)C)C(=O)NC1=NC(=CC=C1)C1=NN=CN1C(C)C